N-(((3S,4S)-3-methyl-1-(6-(1-methyl-1H-pyrazol-4-yl)pyrazolo[1,5-a]pyrazin-4-yl)piperidin-4-yl)methyl)-5-(1-methylcyclopropyl)-1,2,4-oxadiazole-3-carboxamide C[C@@H]1CN(CC[C@@H]1CNC(=O)C1=NOC(=N1)C1(CC1)C)C=1C=2N(C=C(N1)C=1C=NN(C1)C)N=CC2